C(=O)[O-].COC=1C=C2C(=CC=NC2=CC1OC)N1CCC(CC1)[N-]S[NH-] N-(1-(6,7-dimethoxyquinolin-4-yl)piperidin-4-yl)thiodiamide formate